2,6-difluoro-N-(3-methyl-4-(piperazin-1-yl)phenyl)-4-(piperazin-1-yl)benzamide bistrifluoroacetic acid salt FC(C(=O)O)(F)F.FC(C(=O)O)(F)F.FC1=C(C(=O)NC2=CC(=C(C=C2)N2CCNCC2)C)C(=CC(=C1)N1CCNCC1)F